OC=1C=C(C(=O)NCCNC2=NC3=CC=CC=C3C(=N2)N2CCCC2)C=CC1O 3,4-dihydroxy-N-(2-((4-(pyrrolidin-1-yl)quinazolin-2-yl)amino)ethyl)benzamide